3-(2-{[(3S)-6,6-dimethylpiperidin-3-yl]amino}-5-(trifluoromethyl)pyrimidin-4-yl)-7-[1-(1-methyl-1H-pyrazol-4-yl)ethyl]-1H,4H,5H,6H,7H,8H-pyrrolo[2,3-c]azepin-8-one CC1(CC[C@@H](CN1)NC1=NC=C(C(=N1)C1=CNC=2C(N(CCCC21)C(C)C=2C=NN(C2)C)=O)C(F)(F)F)C